C1(=CC=CC2=CC=CC=C12)C(=O)N1CCN(CC1)C1=CC=C(C=C1)OC(F)(F)F naphthalen-1-yl-(4-(4-(trifluoromethoxy)phenyl)piperazin-1-yl)methanone